(S)-2-cyclopropyl-2-hydroxy-acetic acid benzyl ester C(C1=CC=CC=C1)OC([C@@H](O)C1CC1)=O